FC1=CC=C(C=C1)[C@@H](C)C1=C(N=C(N=N1)C)N[C@H]1CN(CC1)C(=O)OC(C)(C)C tert-butyl (R)-3-((6-((R)-1-(4-fluorophenyl)ethyl)-3-methyl-1,2,4-triazin-5-yl)amino)pyrrolidine-1-carboxylate